sodium sulphite S(=O)([O-])[O-].[Na+].[Na+]